OC1=CC=C(C=C1)C1=CC=C(C=C1)CC(=O)O 4'-hydroxybiphenyl-4-acetic acid